(E)-1-bromo-1-propene Br\C=C\C